OC1(CCN(CC12CCCC2)C([C@@H](CC(F)(F)F)C)=O)CN2CC1=NC=CC=C1C2=O 6-((10-Hydroxy-7-((R)-4,4,4-trifluoro-2-methylbutanoyl)-7-azaspiro[4.5]decan-10-yl)methyl)-6,7-dihydro-5H-pyrrolo[3,4-b]pyridin-5-one